(2R,5'S)-1'-((S)-2-((S)-2-amino-3-cyclopropyl-N-methylpropanamido)-3-cyclopropylpropanoyl)-3-oxo-4,5-dihydro-3H-spiro[pyrido[2,3-f][1,4]oxazepine-2,3'-pyrrolidine]-5'-carboxamide N[C@H](C(=O)N(C)[C@H](C(=O)N1C[C@@]2(C[C@H]1C(=O)N)OC1=C(CNC2=O)N=CC=C1)CC1CC1)CC1CC1